tert-butyl (3-((2-((cis)-3-((tert-butyldiphenylsilyl)oxy)cyclobutyl)-2-hydroxyethyl)amino)bicyclo[1.1.1]pentan-1-yl)carbamate [Si](C1=CC=CC=C1)(C1=CC=CC=C1)(C(C)(C)C)O[C@H]1C[C@H](C1)C(CNC12CC(C1)(C2)NC(OC(C)(C)C)=O)O